2-amino-4-methyl-5-acetyl-thiazoleN NN1SC(C(=C1)C)C(C)=O